C(C1=CC=CC=C1)OC=1C(=C(OCC=2C=C(N(N2)C)C(=O)OC)C=C(C1)OC)C=O Methyl 5-[3-(benzyloxy)-2-formyl-5-methoxyphenoxymethyl]-2-methylpyrazole-3-carboxylate